NC1=NC(=C(C=C1C=1C=C2CCNC(C2=CC1F)=O)C1=CC=C(C=C1)N1CCN(CC1)CCCC(F)F)F 6-(2-amino-5-(4-(4-(4,4-difluorobutyl)piperazin-1-yl)phenyl)-6-fluoropyridin-3-yl)-7-fluoro-3,4-dihydroisoquinolin-1(2H)-one